C(C)(C)(C)OC(CC1(CC2=CC=CC=C2C1)C(=O)OC)=O methyl 2-(2-(tert-butoxy)-2-oxoethyl)-2,3-dihydro-1H-indene-2-carboxylate